6-Amino-3-((1s,4s)-4'-chloro-4-(hydroxymethyl)-4-methyl-1',2'-dihydrospiro[cyclohexane-1,3'-pyrrolo[2,3-b]pyridin]-5'-yl)-2-fluoro-N,N-dimethylbenzamide NC1=CC=C(C(=C1C(=O)N(C)C)F)C=1C(=C2C(=NC1)NCC21CCC(CC1)(C)CO)Cl